3α,12α-dihydroxy-7-oxo-5β-cholanic acid O[C@H]1C[C@H]2CC([C@H]3[C@@H]4CC[C@H]([C@@H](CCC(=O)O)C)[C@]4([C@H](C[C@@H]3[C@]2(CC1)C)O)C)=O